4-[(1S)-1-aminoethyl]benzonitrile hydrochloride Cl.N[C@@H](C)C1=CC=C(C#N)C=C1